FC(C=1C=C(C=CC2CN(C2)C(C=C)=O)C=CC1)(F)F 1-(3-(3-(trifluoromethyl)styryl)azetidin-1-yl)prop-2-en-1-one